2,2-difluorotetrahydro-1H-pyrrole FC1(NCCC1)F